C(C)OC(=O)C1=NN(C(C=C1O)=O)C1=C(C=C(C=C1OC)C#N)F 1-(4-cyano-2-fluoro-6-methoxyphenyl)-4-hydroxy-6-oxo-1,6-dihydropyridazine-3-carboxylic acid ethyl ester